6-chloro-4-[[6-[1-cyclopropyl-4-(trifluoromethyl)imidazol-2-yl]-5-fluoro-3-pyridyl]methoxy]-2-methyl-pyrazolo[3,4-d]pyrimidine ClC=1N=C(C=2C(N1)=NN(C2)C)OCC=2C=NC(=C(C2)F)C=2N(C=C(N2)C(F)(F)F)C2CC2